4-(5-(bis(2-hydroxyethyl)amino)-1-methyl-1H-benzo[d]imidazole-2-yl)butyric acid OCCN(C1=CC2=C(N(C(=N2)CCCC(=O)O)C)C=C1)CCO